CS(=O)(=O)CCS(=O)(=O)C1=CC=C(C=C1)O 4-(2-methylsulfonylethylsulfonyl)phenol